BrC=1C(=NC(=NC1)NC1=CC(=C(C=C1OC)N1CCN(CC1)CC1=C2CN(C(C2=CC=C1)=O)C1C(NC(CC1)=O)=O)C)NC=1C(=C2N=CC=NC2=CC1)P(=O)(OC)OC 3-(4-((4-(4-((5-bromo-4-((5-(dimethylphosphono)quinoxalin-6-yl)amino)pyrimidin-2-yl)amino)-5-methoxy-2-methylphenyl)piperazin-1-yl)methyl)-1-oxoisoindoline-2-yl)piperidine-2,6-dione